C(C(=C)C)(=O)O.C(C(=C)C)(=O)O.OCC(O)CO.OCC(O)CO bis-glycerin dimethacrylate